COCC1=NC2=C(N1)C=C(C=C2C(=O)NC2=CC=CC=1CCCCC21)NC(=O)C2=C(C=CC=C2)C(F)(F)F 2-(Methoxymethyl)-N-(5,6,7,8-tetrahydronaphthalen-1-yl)-6-({[2-(trifluoromethyl)phenyl]carbonyl}amino)-1H-benzoimidazole-4-carboxamide